C(C1=CC=CC=C1)(C1=CC=CC=C1)OC([C@](N)(CC1CCCCC1)N(CC1=CC=CC=C1)CC1=CC=CC=C1)=O (S)-2-(dibenzylamino)-3-cyclohexylalanine benzhydryl ester